4-(5-methyl-1H-pyrazol-3-yl)-N6-((4-methyl-3,4-dihydro-2H-benzo[b][1,4]oxazine-6-yl)methyl)-1-(tetrahydro-2H-pyran-4-yl)-1H-pyrazolo[3,4-d]pyrimidine-4,6-diamine CC1=CC(=NN1)C1(C=2C(=NC(=N1)NCC1=CC3=C(OCCN3C)C=C1)N(NC2)C2CCOCC2)N